3-(3-bromophenyl)-1-(4-hydroxyphenyl)chalcone BrC=1C=C(C=CC1)C=1CC(C=CC1)(\C=C\C(=O)C1=CC=CC=C1)C1=CC=C(C=C1)O